glycine, ammonium salt [NH4+].NCC(=O)[O-]